ethyl cis-6-((tert-butyldimethylsilyl)oxy)-5-phenyl-6,7-dihydro-5H-pyrrolo[1,2-b][1,2,4]triazole-2-carboxylate [Si](C)(C)(C(C)(C)C)O[C@H]1CC=2N(N=C(N2)C(=O)OCC)[C@H]1C1=CC=CC=C1